tert-butyl 2-bromo-6-(bromomethyl)benzoate BrC1=C(C(=O)OC(C)(C)C)C(=CC=C1)CBr